1-(3-cyano-4-((2,4-diiodophenyl)amino)-7-ethoxyquinolin-6-yl)-3-(tetrahydro-2H-thiopyran-4-yl)urea C(#N)C=1C=NC2=CC(=C(C=C2C1NC1=C(C=C(C=C1)I)I)NC(=O)NC1CCSCC1)OCC